CC1NC(CC2(OCC(C3=C2SC(=C3)C(F)(F)F)O)C1)C=1N=NN(C1)C 2-methyl-6-(1-methyl-1H-1,2,3-triazol-4-yl)-2'-(trifluoromethyl)-4',5'-dihydrospiro[piperidine-4,7'-thieno[2,3-c]pyran]-4'-ol